CC1=CC=CC=C1[N+](=O)[O-] The molecule is a mononitrotoluene that is toluene carrying a nitro substituent at position 2. It has a role as an environmental contaminant and a carcinogenic agent.